F[C@@H]1[C@@]2(C1)CN(C(C1=CC=C(C(=C12)F)C(F)(F)F)=O)CC(=O)NC1=NC=C(C=N1)Cl 2-[(2'S,4r)-2',5-difluoro-1-oxo-6-(trifluoromethyl)spiro[3H-isoquinolin-4,1'-cyclopropan]-2-yl]-N-(5-chloropyrimidin-2-yl)acetamide